(9aS,10R)-10-((S)-(3-chlorophenyl)(phenyl)methyl)-4-hydroxy-8,9,9a,10-tetrahydro-7H-pyrrolo[1',2':4,5]pyrazino[1,2-b]pyridazine-3,5-dione ClC=1C=C(C=CC1)[C@@H]([C@@H]1[C@H]2N(C(C=3N1N=CC(C3O)=O)=O)CCC2)C2=CC=CC=C2